methylcyclopentadiene trimanganese [Mn].[Mn].[Mn].CC1=CC=CC1